BrCC(=O)C=1C(=C(SC1)C(=O)OC)F methyl 4-(2-bromoacetyl)-3-fluorothiophene-2-carboxylate